COC=1N=CC(=NC1)NCC1=CC=C(C=C1)C1=NOC(=C1)C 5-methoxy-N-(4-(5-methylisoxazol-3-yl)benzyl)pyrazin-2-amine